(E)-5,6-dihydro-4H-1,2,4-oxadiazin-5-ol O1N=CNC(C1)O